FC1(CN(CCC1O)C1=NC=CC(=C1)OC1=CC(=C(C=C1)NC1=NC=NC2=CC(=C(C=C12)NC1CCN(CC1)C(C=C)=O)OC)F)F 1-(4-((4-((4-((2-(3,3-difluoro-4-hydroxypiperidin-1-yl)pyridin-4-yl)oxy)-2-fluorophenyl)amino)-7-methoxyquinazolin-6-yl)amino)piperidin-1-yl)prop-2-en-1-one